ClC1=CC(=C(C(=O)O)C=C1S(NC)(=O)=O)NCC=1OC=CC1 4-Chloro-2-((furan-2-ylmethyl)amino)-5-(N-methylsulfamoyl)benzoic acid